Phenyl 3-(2,3,4,6-tetra-O-acetyl-α-D-glucopyranosyl)propanoate C(C)(=O)O[C@H]1[C@H](O[C@@H]([C@H]([C@@H]1OC(C)=O)OC(C)=O)COC(C)=O)CCC(=O)OC1=CC=CC=C1